COC(=O)C=1C=2N(C=C(C1)C1CC1)C=C(N2)CN2N=NC(=C2)C=O 6-cyclopropyl-2-((4-formyl-1H-1,2,3-triazol-1-yl)methyl)imidazo[1,2-a]Pyridine-8-carboxylic acid methyl ester